Cl.C1(CC1)CN1[C@H]2[C@@]3(CC[C@H]([C@H]4[C@@]3(C=3C(=C(C=CC3C2)O)O4)CC1)N(C(\C=C\C1=COC=C1)=O)C)O 17-(Cyclopropylmethyl)-3,14beta-dihydroxy-4,5alpha-epoxy-6beta-[N-methyl-trans-3-(3-furanyl)acrylamido]morphinan hydrochloride